7-(1H-pyrrolo[2,3-b]pyridin-3-yl)-8,9,10,11-tetrahydro-3H-pyrrolo[3,2-a]phenanthridine N1C=C(C=2C1=NC=CC2)C2=NC1=CC=C3C(=C1C=1CCCCC21)C=CN3